1-(2,2-difluoroethyl)-3-(5-methylthiophene-2-yl)-1H-indazole-5-carboxylic acid FC(CN1N=C(C2=CC(=CC=C12)C(=O)O)C=1SC(=CC1)C)F